C(C)(C)(C)OC(N[C@@H]1CC[C@H](CC1)N(C1=NC=C(N=C1)C=1C=NN(C1)C)C(NCC1=CC=CC=C1)=O)=O (trans-4-((benzylcarbamoyl)(5-(1-methyl-1H-pyrazol-4-yl)pyrazin-2-yl)amino)cyclohexyl)carbamic acid tert-butyl ester